methylspiro[cyclobutane-1,3'-indolin]-2'-one CN1C(C2(C3=CC=CC=C13)CCC2)=O